tert-butyl 4-((4-nitrophenyl)sulfonyl)piperazine-1-carboxylate [N+](=O)([O-])C1=CC=C(C=C1)S(=O)(=O)N1CCN(CC1)C(=O)OC(C)(C)C